9,9-diethoxy-2-benzyloxynonane C(C)OC(CCCCCCC(C)OCC1=CC=CC=C1)OCC